N-(3-(tert-pentyl)isoxazol-5-yl)-6-(pyrazolo[1,5-a]pyrazine-3-carbonyl)-4,5,6,7-tetrahydrothieno[2,3-c]pyridine-3-carboxamide C(C)(C)(CC)C1=NOC(=C1)NC(=O)C1=CSC=2CN(CCC21)C(=O)C=2C=NN1C2C=NC=C1